C(C)OC1=NC=CC=C1C=1C=C(C2=C(N1)N(N=C2C(C)C)C)NCC2=NNC(=C2)C 6-(2-ethoxy-3-pyridinyl)-3-isopropyl-1-methyl-N-[(5-methyl-1H-pyrazol-3-yl)methyl]pyrazolo[3,4-b]pyridin-4-amine